5-([1,2,4]triazolo[4,3-a]pyridin-7-yl)-6-chloro-2,3-dihydro-1H-inden-4-amine N=1N=CN2C1C=C(C=C2)C2=C(C=1CCCC1C=C2Cl)N